FC1=CC=C(C=C1)[B-](F)(F)F.[K+] potassium (4-fluorophenyl)trifluoroborate